(6S,8R)-N-(5-chloro-6-(5-fluoropyrimidin-2-yl)pyridin-3-yl)-8-(1-(difluoromethyl)-1H-pyrazol-4-yl)-2-fluoro-8-methyl-7,8-dihydro-6H-cyclopenta[e]pyrazolo[1,5-a]pyrimidine-6-carboxamide ClC=1C=C(C=NC1C1=NC=C(C=N1)F)NC(=O)[C@H]1C[C@](C2=C1C=NC=1N2N=C(C1)F)(C)C=1C=NN(C1)C(F)F